acryloyloxyoctyl-trimethoxysilane 4-aminophenyl-4-amino-2-methylbenzoate NC1=CC=C(C=C1)OC(C1=C(C=C(C=C1)N)C)=O.C(C=C)(=O)OCCCCCCCC[Si](OC)(OC)OC